3-chloro-4'-((3-((4-fluorophenyl)sulfonylamino)-4-hydroxyphenyl)carbamoyl)-[1,1'-biphenyl]-3-carboxylic acid ClC1(CC(=CC=C1)C1=CC=C(C=C1)C(NC1=CC(=C(C=C1)O)NS(=O)(=O)C1=CC=C(C=C1)F)=O)C(=O)O